C(C)[C@H]1OC2=C(CN(C1)CC=1C=C(C=CC1C)CC(C(=O)[O-])(C)C)C=C1C(=C2)OC(O1)(F)F 3-(3-(((R)-6-ethyl-2,2-difluoro-6,7-dihydro-[1,3]dioxolo[4',5':4,5]benzo[1,2-f][1,4]oxazepin-8(9H)-yl) methyl)-4-methylphenyl)-2,2-dimethylpropionate